1,1'-[oxybis(4,1-phenylene)]bis(2-hydroxy-2-methyl-1-propanone) O(C1=CC=C(C=C1)C(C(C)(C)O)=O)C1=CC=C(C=C1)C(C(C)(O)C)=O